4-[(E)-3-[4-(2-Chloroprop-2-enoxy)phenyl]-3-oxoprop-1-enyl]benzoic acid ClC(COC1=CC=C(C=C1)C(/C=C/C1=CC=C(C(=O)O)C=C1)=O)=C